C(C)OC=1C=C(C=CC1OC)C(CS(=O)(=O)C)N1C(C=2C(C1=O)=CSC2NC(C)=O)=O N-[5-[1-(3-ethoxy-4-methoxyphenyl)-2-(methylsulfonyl)ethyl]-4,6-dioxo-5,6-dihydro-4H-thieno[3,4-c]pyrrole-1-yl]acetamide